9α-hydroxyandrostene-4-ene-3,17-dione O[C@@]12[C@]3(CCC(C=C3CC[C@H]1[C@@H]1C=CC([C@@]1(C)CC2)=O)=O)C